NC1=NC(=CC(=N1)N1CCC2(C[C@H](NC2)C(=O)O)CC1)O[C@@H](C(F)(F)F)C1=C(C=C(C=C1)C1=CC(=CC=C1)C(C)(C)C)N1N=C(C=C1)C (S)-8-(2-amino-6-((R)-1-(3'-(tert-butyl)-3-(3-methyl-1H-pyrazol-1-yl)-[1,1'-biphenyl]-4-yl)-2,2,2-trifluoroethoxy)pyrimidin-4-yl)-2,8-diazaspiro[4.5]decane-3-carboxylic acid